tert-butyl (E)-N,N'-diisopropylcarbamimidate C(C)(C)N\C(\OC(C)(C)C)=N/C(C)C